N-(2-methylpyridin-4-yl)pyrazino[1',6':1,5]pyrazolo[4,3-b][1,7]naphthyridin-10-amine CC1=NC=CC(=C1)NN1C=CC2=CC=3C(=NC2=C1)C=1N(N3)CC=NC1